O=C1N(CC2=CC(=CC=C12)C1=NC=2NCCCC2C=C1)C1C(NC(CC1)=O)=O 3-[1-oxo-5-(5,6,7,8-tetrahydro-1,8-naphthyridin-2-yl)-2,3-dihydro-1H-isoindol-2-yl]piperidine-2,6-dione